3-(2,4-dimethoxyphenoxy)-N-(3-(methylsulfonyl)phenyl)-6-(trifluoromethyl)pyridazine-4-carboxamide COC1=C(OC=2N=NC(=CC2C(=O)NC2=CC(=CC=C2)S(=O)(=O)C)C(F)(F)F)C=CC(=C1)OC